2-methyl-N-(4-(thiomorpholine-4-carbonyl)thiazol-2-yl)-5-(3-(trifluoromethyl)phenyl)furan-3-carboxamide iron-nickel oxygen [O].[Ni].[Fe].CC=1OC(=CC1C(=O)NC=1SC=C(N1)C(=O)N1CCSCC1)C1=CC(=CC=C1)C(F)(F)F